CNC(C(=O)NCCCN(CCCCCCCC(=O)OC(CCCCCCCC)CCCCCCCC)CCCCCCCC(OC(CC)CCCCCCCC)=O)=O Heptadecan-9-yl 8-((3-(2-(methylamino)-2-oxoacetamido)propyl)(8-oxo-8-(undecan-3-yloxy)octyl)amino)octanoate